FC(C(=O)O)(F)F.FC(C(=O)O)(F)F.N1(CCNCC1)CC=1OC2=C(N1)C=CC=C2 2-(piperazin-1-ylmethyl)benzo[d]oxazole bistrifluoroacetate salt